N-Methyl-5-(1-methyl-1H-imidazol-4-yl)-6-((4-(trifluoromethyl)phenyl)amino)-3,4-dihydroisoquinoline-2(1H)-sulfonamide CNS(=O)(=O)N1CC2=CC=C(C(=C2CC1)C=1N=CN(C1)C)NC1=CC=C(C=C1)C(F)(F)F